NC1=C(CNC2CCC(CC2)O)C=C(C=C1Br)Br 4-[(2-amino-3,5-dibromobenzyl)amino]cyclohexanol